Heptyl 3-ethyl-7-(2-((2-heptylnonanoyl)oxy)ethyl)-13-hexyl-11-oxo-10,12-dioxa-3,7-diazaoctadecane-18-oate C(C)N(CC)CCCN(CCOC(OC(CCCCC(=O)OCCCCCCC)CCCCCC)=O)CCOC(C(CCCCCCC)CCCCCCC)=O